BrC1=CC=C2NC(C(NC2=C1)=O)C(C)O 7-bromo-3-(1-hydroxyethyl)-3,4-dihydroquinoxalin-2(1H)-one